CC=1C(=NC=C(C1)C)N1C[C@@H](N(CC1)C(=O)C1=CC=C(C=C1)[C@@]1(C(NC(N1)=O)=O)C(C)C)C (R)-5-{4-[(S)-4-(3,5-dimethylpyridin-2-yl)-2-methylpiperazine-1-carbonyl]phenyl}-5-isopropylimidazolidine-2,4-dione